(2-azidopropan-2-yl)dibenzo[b,d]furan N(=[N+]=[N-])C(C)(C)C1=CC=CC=2OC3=C(C21)C=CC=C3